COC1=CC=C(C=C1)/C=C/C(=O)OCCC(CCC1=CC=CC=C1)C 3-methyl-5-phenylpentyl (E)-3-(4-methoxyphenyl)acrylate